ClC=1C=C2C(=C3C1NC(NC31CCCCC1)=O)OC(=N2)CN2C(C(N(CC2)C)=O)C 5-chloro-2-[(2,4-dimethyl-3-oxopiperazin-1-yl)methyl]-7,8-dihydro-6H-spiro[[1,3]oxazolo[5,4-f]quinazoline-9,1'-cyclohexane]-7-one